titanium tetra(ethoxyethanol) C(C)OC(C)O.C(C)OC(C)O.C(C)OC(C)O.C(C)OC(C)O.[Ti]